CC1N(CC1C)C=1N=C(C2=C(N1)CCC2)C2=CC=C(C(=O)N)C=C2 4-(2-(2,3-dimethylazetidin-1-yl)-6,7-dihydro-5H-cyclopenta[d]pyrimidin-4-yl)benzamide